NC(C(=O)O)CNC(=O)C1=CC2=NC=CC(=C2S1)OCC 2-amino-3-(7-ethoxythieno[3,2-b]pyridine-2-carboxamido)propanoic acid